BrCC1=CC=C(C=C1)NC([C@H](CCC(=O)OC(C)(C)C)NC([C@H](C(C)C)NC(=O)OC(C)(C)C)=O)=O (S)-tert-butyl 5-((4-(bromomethyl) phenyl) amino)-4-((S)-2-((tert-butoxycarbonyl) amino)-3-methylbutanamido)-5-oxopentanoate